P(=O)(OC(C)=O)(OC(=C)C)[O-] acetyl isopropenyl phosphate